trans-4-[(2-amino-3,5-dibromobenzyl)amino]adamantane-1-ol hydrochloride Cl.NC1=C(CNC2C3CC4(CC(CC2C4)C3)O)C=C(C=C1Br)Br